C(C)(C)(C)OC(CC(O)C1C2C=CC(C1)C2)=O 3-bicyclo[2.2.1]hept-5-en-2-yl-3-hydroxypropionic acid tert-butyl ester